2-(5-Cyclopropyl-4'-fluoro-2'-(4-methyl-4H-1,2,4-triazol-3-yl)-[1,1'-biphenyl]-3-yl)-7-fluorobenzo[d]oxazole-5-carbaldehyde C1(CC1)C=1C=C(C=C(C1)C1=C(C=C(C=C1)F)C1=NN=CN1C)C=1OC2=C(N1)C=C(C=C2F)C=O